C(C)C(C(=O)O)=CC1=CC(=CC=C1)N ethyl-3-aminocinnamic acid